2-(2-(5-chloro-6-hydroxypyridin-3-yl)pyrrolidin-1-yl)acetic acid ClC=1C=C(C=NC1O)C1N(CCC1)CC(=O)O